3',5'-dideoxy-3',4'-didehydrouridine [C@@H]1([C@H](O)C=C(C)O1)N1C(=O)NC(=O)C=C1